Dihexyl tetradecane-1,14-diyl bis(vinylphosphonate) C(=C)P(OCCCCCC)(OCCCCCCCCCCCCCCOP(OCCCCCC)(=O)C=C)=O